ClC=1C=C(CN(C(OC(C)(C)C)=O)CCC(=O)NCCCNC2=C3C=NN(C3=CC(=C2)C=2CNN=C(C2)C#N)C2OCCCC2)C=CC1OC(F)(F)F tert-butyl (3-chloro-4-(trifluoromethoxy)benzyl)(3-((3-((6-(6-cyano-2,3-dihydropyridazin-4-yl)-1-(tetrahydro-2H-pyran-2-yl)-1H-indazol-4-yl)amino)propyl)amino)-3-oxopropyl)carbamate